ClC1=C(C(=CC(=C1)Cl)F)NC=1N(C2=NC(=NC=C2N1)N[C@H](CO)C)C1CCC(CC1)(C(=O)N)C (1R,4s)-4-(8-(2,4-dichloro-6-fluorophenylamino)-2-((S)-1-hydroxypropan-2-ylamino)-9H-purin-9-yl)-1-methylcyclohexanecarboxamide